3H-1,2-benzenedithiol C=1(C(CC=CC1)S)S